(S)-1-cyclopropylethan-1-amine C1(CC1)[C@H](C)N